2-(3-bromo-1-(3-chloro-2-pyridyl)-1H-pyrazole-5-carboxamido)-5-chloro-3-methylbenzoic acid BrC1=NN(C(=C1)C(=O)NC1=C(C(=O)O)C=C(C=C1C)Cl)C1=NC=CC=C1Cl